(3R)-4-(6-cyclopropyl-7-(oxetane-3-yl)-2-(1H-pyrazol-3-yl)-6,7,8,9-tetrahydro-2H-1,2,3,7-tetraazabenzo[cd]azulene-4-yl)-3-methylmorpholine C1(CC1)C1C=2C3=C(N(N=C3CCN1C1COC1)C1=NNC=C1)N=C(C2)N2[C@@H](COCC2)C